N-[3-fluoro-4-[(7-methoxy-1,5-naphthyridin-4-yl)oxy]phenyl]-4-hydroxy-6-methyl-5-(5-methylthiophen-2-yl)pyridine-3-carboxamide FC=1C=C(C=CC1OC1=CC=NC2=CC(=CN=C12)OC)NC(=O)C=1C=NC(=C(C1O)C=1SC(=CC1)C)C